2,6-dichloro-aniline ClC1=C(N)C(=CC=C1)Cl